6-((tert-butyldimethylsilyl)oxy)-4-(5-(6-((6-methoxypyridin-3-yl)methyl)-3,6-Diazabicyclo[3.1.1]heptan-3-yl)pyrazin-2-yl)pyrazolo[1,5-a]pyridine-3-carbonitrile [Si](C)(C)(C(C)(C)C)OC=1C=C(C=2N(C1)N=CC2C#N)C2=NC=C(N=C2)N2CC1N(C(C2)C1)CC=1C=NC(=CC1)OC